(S)-quinuclidin-3-yl (5-(2-acetylthiophen-3-yl)-2,2-dimethyl-2,3-dihydro-1H-inden-1-yl)carbamate C(C)(=O)C=1SC=CC1C=1C=C2CC(C(C2=CC1)NC(O[C@@H]1CN2CCC1CC2)=O)(C)C